C(=O)O.C(C)OC=1C(=CC2=CN(N=C2C1)C)C(=O)NC1=NC=C(N=C1)N1C[C@@H](NCC1)C (S)-6-ethoxy-2-methyl-N-(5-(3-methylpiperazin-1-yl)pyrazin-2-yl)-2H-indazole-5-carboxamide formate